3,3-dimethyl-2-oxoindoline-6-carboxylic acid CC1(C(NC2=CC(=CC=C12)C(=O)O)=O)C